C(C)(C)(C)OC(=O)N1C[C@@H](N(CC1)C1=NC(=NC2=C(C(=C(C=C12)Cl)C1=NC(=CC(=C1C(F)(F)F)C)N(CC1=CC=C(C=C1)OC)CC1=CC=C(C=C1)OC)F)F)C (S)-4-((R)-7-(6-(bis(4-methoxybenzyl)amino)-4-methyl-3-(trifluoromethyl)pyridin-2-yl)-6-chloro-2,8-difluoroquinazolin-4-yl)-3-methylpiperazine-1-carboxylic acid tert-butyl ester